(2R,4S)-N-[5-bromo-6-methyl-3-[3-(trifluoromethyl)bicyclo[1.1.1]pentane-1-carbonyl]-2-pyridyl]-2-(1-cyclopropyl-pyrazol-4-yl)tetrahydropyran-4-carboxamide BrC=1C=C(C(=NC1C)NC(=O)[C@@H]1C[C@@H](OCC1)C=1C=NN(C1)C1CC1)C(=O)C12CC(C1)(C2)C(F)(F)F